CS(=O)(=O)OC(C)C1=CC=2C=NC(=CC2N1COCC[Si](C)(C)C)NC(=O)C1=CC=C2C=NN(C2=C1)C 1-[6-(1-methylindazole-6-amido)-1-[[2-(trimethylsilyl) ethoxy]methyl]pyrrolo[3,2-c]pyridin-2-yl]ethyl methanesulfonate